C1(CCCC1)OC1=NC(=NC=C1C#N)NC1CCN(CC1)S(=O)(=O)C=1C=NN(C1)C 4-(cyclopentyloxy)-2-((1-((1-methyl-1H-pyrazol-4-yl)sulfonyl)piperidin-4-yl)amino)pyrimidine-5-carbonitrile